(3-ethyl-6-methoxybenzo[d]isoxazol-5-yl)-4-fluorobenzenesulfonamide C(C)C1=NOC2=C1C=C(C(=C2)OC)C2=C(C=CC(=C2)F)S(=O)(=O)N